N-(5,6-dimethyl-2-(3-methylpiperazin-1-yl)pyrimidin-4-yl)-1H-indazol-5-amine CC=1C(=NC(=NC1C)N1CC(NCC1)C)NC=1C=C2C=NNC2=CC1